N1=CC=CC2=CC=CC(=C12)NC(=O)C1=NC=CC(=C1)N1CCN(CC1)C(=O)OC(C)(C)C tert-butyl 4-(2-(quinolin-8-ylcarbamoyl)pyridin-4-yl)piperazine-1-carboxylate